FC=1C=C(C=NC1)[C@@H]1N(CCC1)C1=NC=2N(C=C1)N=CC2C(=O)N[C@H]2[C@@H](CCC2)O 5-((R)-2-(5-fluoropyridin-3-yl)pyrrolidin-1-yl)-N-((1R,2R)-2-hydroxycyclopentyl)pyrazolo[1,5-a]pyrimidine-3-carboxamide